COC(=O)C1=C(C2CCC1C2)C(=O)OC dimethoxycarbonyl-norbornene